(R)-2-(((2R,3S,4R,5R)-5-(6-amino-2-chloro-9H-purin-9-yl)-3-ethynyl-3,4-dihydroxytetra-hydrofuran-2-yl)methoxy)-3-(4-(2-oxotetrahydropyrimidin-1(2H)-yl)phenyl)propanoic acid NC1=C2N=CN(C2=NC(=N1)Cl)[C@H]1[C@@H]([C@@]([C@H](O1)CO[C@@H](C(=O)O)CC1=CC=C(C=C1)N1C(NCCC1)=O)(O)C#C)O